CNCCNC(OCC)=O ethyl (2-(methylamino)ethyl)carbamate